OCC(C(=O)O)(NCC1=CC(=C(C=C1)C(F)(F)F)C=CC=1C(=C(C=CC1)C1=C(C(=C(C(=C1[2H])[2H])[2H])[2H])[2H])C)C 3-hydroxy-2-methyl-2-(3-(2-(2',3',4',5',6'-pentadeutero-2-methylbiphenyl-3-yl)vinyl)-4-(trifluoromethyl)benzylamino)-propionic acid